NC(C)C=1C(=C(C=C2C(N(C(=NC12)N1CCOCC1)C)=O)C)C 8-(1-aminoethyl)-3,6,7-trimethyl-2-morpholinoquinazolin-4(3H)-one